(2-(tertiary butyl)phenanthridin-6-yl)diphenyl-phosphine oxide C(C)(C)(C)C1=CC2=C3C=CC=CC3=C(N=C2C=C1)P(C1=CC=CC=C1)(C1=CC=CC=C1)=O